tert-butyl (1R,4R,5R)-5-((7-bromo-6-(2-cyanoethyl)-8-fluoro-2-methoxy-3-(5-methoxy-5-oxopent-1-yn-1-yl)quinolin-4-yl)amino)-2-azabicyclo[2.1.1]hexane-2-carboxylate BrC1=C(C=C2C(=C(C(=NC2=C1F)OC)C#CCCC(=O)OC)N[C@@H]1[C@H]2CN([C@@H]1C2)C(=O)OC(C)(C)C)CCC#N